BrC=1C(=C(C[C@@H]2N(CC[C@@H]2NS(=O)(=O)CC)C(C(C)(C)O)=O)C=CC1)F N-((2S,3S)-2-(3-bromo-2-fluorobenzyl)-1-(2-hydroxy-2-methylpropanoyl)pyrrolidin-3-yl)ethanesulfonamide